3-bromo-4-(4,4,5,5-tetramethyl-1,3,2-dioxaborolan-2-yl)-1-((2-(trimethylsilyl)ethoxy)methyl)-1H-pyrazole BrC1=NN(C=C1B1OC(C(O1)(C)C)(C)C)COCC[Si](C)(C)C